3-(2-hydroxybutane-2-yl)pyridin-2(1H)-one OC(C)(CC)C=1C(NC=CC1)=O